5-((2R,5R)-2,5-dimethylpiperazin-1-yl)-4-methylthiazole hydrochloride salt Cl.C[C@H]1N(C[C@H](NC1)C)C1=C(N=CS1)C